C(#C)[Si]1(C[Si](C1)(C)C#C)C 1,3-diethynyl-1,3-dimethyl-1,3-disilacyclobutane